C(#C)C1=CC=C2C=CC(OC2=C1)=O 7-ethynyl-2-oxo-2H-chromen